N1N=CCC1 (S)-4,5-dihydro-1H-pyrazole